dodecyl n-triacontanoate C(CCCCCCCCCCCCCCCCCCCCCCCCCCCCC)(=O)OCCCCCCCCCCCC